5-bromo-1H-pyrrol BrC1=CC=CN1